FC(C(C)(O)C)(C1=C(C(=CC=C1)[C@@H](C)NC=1C2=C(N=C(N1)C)C=NC(=C2)OC)F)F 1,1-difluoro-1-(2-fluoro-3-{(1R)-1-[(6-methoxy-2-methylpyrido[3,4-d]pyrimidin-4-yl)amino]ethyl}phenyl)-2-methylpropan-2-ol